ClC1=CC=C(C=C1)C1=NOC(O1)=O 3-(p-chlorophenyl)-1,4,2-dioxazol-5-one